3-Amino-6-(3-amino-3-methyl-but-1-ynyl)-4-(7-fluoro-1H-indazol-4-yl)-7-methyl-1H-1,5-naphthyridin-2-one NC=1C(NC2=CC(=C(N=C2C1C1=C2C=NNC2=C(C=C1)F)C#CC(C)(C)N)C)=O